C(C)(=O)O[C@H]1[C@H](O)O[C@@H]([C@H]([C@@H]1OC(C)=O)OC(C)=O)C(=O)OC Methyl 2,3,4-tri-O-acetyl-beta-D-glucopyranosuronate